ClC=1C(=NC=C2C=C(C=NC12)C=1C=C(C=CC1C)C=1C(=NC=CC1C(=O)N)C1(CC1)F)NC [3-[8-chloro-7-(methylamino)-1,6-naphthyridin-3-yl]-4-methyl-phenyl]-2-(1-fluorocyclopropyl)pyridine-4-carboxamide